4-methyl-1,5-biphenyl CC1=CC=C(C=C1)C=1C=CC=CC1